N-methyl-1-(2,2,2-trifluoroethyl)-1H-indol-4-amine CNC=1C=2C=CN(C2C=CC1)CC(F)(F)F